C(C#C)[C@@]1([C@H](O)C[C@@H](CO)O1)N1C=NC=2C(=O)NC(N)=NC12 propargyl-3'-deoxyguanosine